2-ethyl-3,4-dimethyl-2,3,4,6,7,8-hexahydro-5H-chromen-5-one C(C)C1OC=2CCCC(C2C(C1C)C)=O